N-(benzyloxycarbonyl)phenylalanine C(C1=CC=CC=C1)OC(=O)N[C@@H](CC1=CC=CC=C1)C(=O)O